6-(1,3-benzoxazol-2-yl)-2-{[(2-chlorophenyl)(phenyl)methyl](methyl)amino}-5-methoxy-3-methyl-3,4-dihydropyrimidin-4-one O1C(=NC2=C1C=CC=C2)C2=C(C(N(C(=N2)N(C)C(C2=CC=CC=C2)C2=C(C=CC=C2)Cl)C)=O)OC